3-dimethylaminopropyl-(diethoxy)silane methyl-2-chloro-3-methoxy-4-methylsulfonyl-benzoate COC(C1=C(C(=C(C=C1)S(=O)(=O)C)OC)Cl)=O.CN(CCC[SiH](OCC)OCC)C